FC1=C(C=CC(=C1)F)N1N=C(C2=CC=CC=C2C1=O)N1C[C@H](CCCC1)CCNS(=O)=O (R)-N-(1-(3-(2,4-difluorophenyl)-4-oxo-3,4-dihydro-phthalazin-1-yl)azepan-3-yl)ethylsulphonamide